3-((3R,4R)-4-methyl-3-(methyl(7-(2-(3-phenoxyphenyl)propionyl)-7H-pyrrolo[2,3-d]pyrimidine-4-yl)amino)piperidin-1-yl)-3-oxopropionitrile C[C@H]1[C@H](CN(CC1)C(CC#N)=O)N(C=1C2=C(N=CN1)N(C=C2)C(C(C)C2=CC(=CC=C2)OC2=CC=CC=C2)=O)C